FC1([C@]([C@@H](CC1)C=O)(C)O)F |r| rac-(1R,2R)-3,3-difluoro-2-hydroxy-2-methylcyclopentane-1-carbaldehyde